N1=CN=CC=2OCCN(C21)C(=O)[O-] 6,7-dihydropyrimido[5,4-b][1,4]oxazine-8-carboxylate